C[C@]12S[P@@](O[C@@H]1C[C@H](CC2)C(=C)C)SC2=C(C(=C(C(=C2F)F)F)F)F (2R,3aR,6S,7aR)-3a-methyl-2-((perfluorophenyl)thio)-6-(prop-1-en-2-yl)hexahydrobenzo[d][1,3,2]oxathiaphosphole